trans-3-[(3-chloro-2-fluorobenzyl)oxy]-N-[2-fluoro-3-(4-methyl-6-oxo-1,6-dihydropyrimidin-2-yl)-4-(trifluoromethyl)benzyl]cyclobutane-1-carboxamide ClC=1C(=C(CO[C@@H]2C[C@H](C2)C(=O)NCC2=C(C(=C(C=C2)C(F)(F)F)C=2NC(C=C(N2)C)=O)F)C=CC1)F